6-(4'-(((CyclopropylMethyl)amino)Methyl)-2,3,5,6-Tetrafluoro-[1,1'-Biphenyl]-4-yl)-2-Methyl-1H-benzo[d]Imidazol C1(CC1)CNCC1=CC=C(C=C1)C1=C(C(=C(C(=C1F)F)C=1C=CC2=C(NC(=N2)C)C1)F)F